ClC=1C=C(C(=NC1)OC)S(=O)(=O)NC1=NC=C(C(=C1F)C=1C=C2C=NC(=NC2=C(C1)F)NC1CN(C1)S(=O)(=O)C)F 5-chloro-N-(3,5-difluoro-4-{8-fluoro-2-[(1-methanesulfonylazetidin-3-yl)amino]quinazolin-6-yl}pyridin-2-yl)-2-methoxypyridine-3-sulfonamide